(5-bromo-2-iodophenethoxy)(tert-butyl)dimethylsilane BrC=1C=CC(=C(CCO[Si](C)(C)C(C)(C)C)C1)I